ClC(C(=O)N1C(COC12COC2)C2=CC=CC=C2)Cl 2,2-dichloro-1-(7-phenyl-2,5-dioxa-8-azaspiro[3.4]oct-8-yl)ethan-1-one